COC1=NC(=CC=C1S(=O)(=O)N(C)C)NC1=NNC2=CC(=CC=C12)[C@@H]1C[C@@]12C(NC1=CC=C(C=C21)OC)=O methoxy-6-({6-[(1R,2S)-5'-methoxy-2'-oxo-1',2'-dihydrospiro[cyclopropane-1,3'-indol]-2-yl]-1H-indazol-3-yl}amino)-N,N-dimethylpyridine-3-sulfonamide